N1=CN=CC2=C1N=C(C2)C(=O)N Pyrrolo[2,3-d]Pyrimidine-6-carboxamide